ClC1=CC=C2C(NC(N(C2=C1)C1=C(C(=CC=C1)O)C)=O)=O 7-chloro-1-(3-hydroxy-2-methylphenyl)-1,3-dihydroquinazoline-2,4-dione